C1(=CC=C(C=C1)OC1=CC=C(C=C1)NC1CCN(CC1)C(=O)OC(C)(C)C)C tert-butyl 4-((4-(p-tolyloxy)phenyl)amino)piperidine-1-carboxylate